hepta-2,4,6-trienoate C(C=CC=CC=C)(=O)[O-]